C(C)S(=O)(=O)C=1C2=C(SC1C1=NC3=C(C=NC(=C3)C(F)(F)F)N1C)C(CC2F)F 2-[3-(Ethylsulfonyl)-4,6-difluoro-5,6-dihydro-4H-cyclopenta[b]thiophen-2-yl]-3-methyl-6-(trifluoromethyl)-3H-imidazo[4,5-c]pyridine